NC/C(/CN1N=CN(C1=O)C1=NC=C(N=C1)C1=CC=C(C=C1)S(=O)(=O)C)=C\F 2-[(2E)-2-(aminomethyl)-3-fluoroprop-2-en-1-yl]-4-{5-[4-(methylsulfonyl)phenyl]pyrazin-2-yl}-2,4-dihydro-3H-1,2,4-triazol-3-one